COC1=NC=CC(=C1)C=1N=NN(N1)CC#CCC 2-methoxy-4-[2-(2-pentyn-1-yl)-2H-tetrazol-5-yl]pyridine